C1(CC1)CNC1=CC2=C(C=N1)C=C(N2)C2=CC(=NC=C2)C N-(Cyclopropylmethyl)-2-(2-methylpyridin-4-yl)-1H-pyrrolo[3,2-c]pyridin-6-amine